N-(5-(2-(cyclopentylamino)acetamido)-2-methylpyridin-3-yl)-4-methoxy-6-(1-methyl-1H-pyrazol-4-yl)pyrazolo[1,5-a]pyrazine-3-carboxamide C1(CCCC1)NCC(=O)NC=1C=C(C(=NC1)C)NC(=O)C=1C=NN2C1C(=NC(=C2)C=2C=NN(C2)C)OC